C(N)(OCCCCC(C(C)C)N1CC2(C1)CN(CC2)C=2N=CN=NC2OC2=C(C=C(C=C2)F)C(N(C(C)C)CC)=O)=O (5-(6-(6-(2-(ethyl (isopropyl) carbamoyl)-4-fluorophenoxy)-1,2,4-triazin-5-yl)-2,6-diazaspiro[3.4]oct-2-yl)-6-methylheptyl) carbamate